BrC1=CC(=C2C(NC(=NC2=C1)CCl)=O)F 7-bromo-2-(chloromethyl)-5-fluoro-3H-quinazolin-4-one